CC1=C(C(=CC(=C1)N1CCOCC1)C(F)(F)F)NC(CCCCC)=O Hexanoic acid (2-methyl-4-morpholin-4-yl-6-trifluoromethyl-phenyl)-amide